C(CCC)O[C@@H]1CC[C@H](CC1)NC(=O)C1=CN(C2=C1C(N(C=C2C2CC2)C)=O)C N-(trans-4-butoxycyclohexyl)-7-cyclopropyl-1,5-dimethyl-4-oxo-4,5-dihydro-1H-pyrrolo[3,2-c]pyridine-3-carboxamide